C(CC)N1C2=NCCCN2CCC1 7-n-propyl-1,5,7-triazabicyclo[4.4.0]dec-5-ene